methyl-propionamidyl-histidine CN([C@@H](CC1=CNC=N1)C(=O)O)NC(CC)=O